2-Chloro-6-((2-methoxyphenyl)amino)-N-methyl-N-(1,2,3,4-tetrahydronaphthalen-2-yl)pyrimidine-4-carboxamide ClC1=NC(=CC(=N1)C(=O)N(C1CC2=CC=CC=C2CC1)C)NC1=C(C=CC=C1)OC